C1(=CC(=CC=C1)CCC(C(=O)O)C1=CNC2=CC=CC=C12)C1=CC=CC=C1 α-[2-(1,1'-biphenyl-3-yl)-1-ethyl]-3-indoleacetic acid